FC=1C=C(OC2=C[C@]3(C(CN(C3)C[C@@H](O)C=3C=C4CCC(NC4=CC3)=O)=C2)O)C=CC1 6-((S)-2-((3aR,5R,6aS)-5-(3-fluorophenoxy)-3a-hydroxycyclopenta[c]pyrrol-2(1H)-yl)-1-hydroxyethyl)-3,4-dihydroquinolin-2(1H)-one